7H-PURIN-6-AMINE N1=CN=C2N=CNC2=C1N